N-(3-(hydroxymethyl)phenyl)-2-(3-bromophenyl)acetamide ethyl-3-hydroxycyclohexaneformate C(C)OC(=O)C1CC(CCC1)O.OCC=1C=C(C=CC1)NC(CC1=CC(=CC=C1)Br)=O